Cl.FC1(CC1)CN (1-fluorocyclopropyl)methanamine hydrochloride salt